CN(CCCCNC(=S)NC=1C=C2C(=CC(=NC2=CC1)N1CCN(CC1)CC)C)C 1-(4-(dimethylamino)butyl)-3-(2-(4-ethylpiperazin-1-yl)-4-methylquinolin-6-yl)thiourea